[Nb].[Ni].[N] nitrogen nickel-niobium